C(=O)(OC(C)(C)C)NCCCCCN N-boc-1,5-diaminopentane